1-(2-hydroxy-3-methoxypropyl)-1H-pyrazol OC(CN1N=CC=C1)COC